C(C1=CC=CC=C1)N1N=C(N=C1)C(=O)N[C@@H]1C(N(C=2N(CC1)N=C(C2)CCN2CC(C2)OC)C)=O 1-benzyl-N-[(6S)-2-[2-(3-methoxyazetidin-1-yl)ethyl]-4-methyl-5-oxo-7,8-dihydro-6H-pyrazolo[1,5-a][1,3]diazepin-6-yl]-1,2,4-triazole-3-carboxamide